sodium (S,14Z,17Z,20Z,23Z,25E,29Z)-27-hydroxydotriaconta-14,17,20,23,25,29-hexaenoate O[C@H](/C=C/C=C\C\C=C/C\C=C/C\C=C/CCCCCCCCCCCCC(=O)[O-])C\C=C/CC.[Na+]